N1CC(C1)N1CCN(CC1)C(=O)OCC1=CC=CC=C1 Benzyl 4-(azetidin-3-yl)piperazine-1-carboxylate